1-(4-fluorophenyl)-2-(4-((methylamino)methyl)piperidin-1-yl)ethan-1-one hydrochloride Cl.FC1=CC=C(C=C1)C(CN1CCC(CC1)CNC)=O